2-[(2E)-2-(aminomethyl)-3-fluoroprop-2-en-1-yl]-4-{[5-(3,4-dimethoxyphenyl)thiophen-2-yl]methyl}-2,4-dihydro-3H-1,2,4-triazol-3-one hydrochloride Cl.NC/C(/CN1N=CN(C1=O)CC=1SC(=CC1)C1=CC(=C(C=C1)OC)OC)=C\F